C(C(C)C)(=O)NC=1NC(C=2N=CN([C@H]3[C@H](O)[C@H](O[Si](C)(C)C(C)(C)C)[C@@H](CO)O3)C2N1)=O N2-isobutyryl-3'-O-tert-butyldimethylsilyl-guanosine